2,7-dibromo-9,9-din-octylfluorene BrC1=CC=2C(C3=CC(=CC=C3C2C=C1)Br)(CCCCCCCC)CCCCCCCC